FC1=C(C=CC(=C1)I)NC=1N(C(C=CC1C(=O)[O-])=O)C 2-((2-Fluoro-4-iodophenyl) amino)-1-methyl-6-oxo-1,6-dihydropyridin-3-carboxylate